5-(1-hydroxyethyl)naphthalene-2-ol OC(C)C1=C2C=CC(=CC2=CC=C1)O